FC=1C(=NC(=NC1)NC1=CC=C2CCN=CC2=C1)NC1CCN(CC1)S(=O)(=O)C 7-((5-fluoro-4-((1-(methylsulfonyl)piperidin-4-yl)amino)pyrimidin-2-yl)amino)-3,4-dihydroisoquinolin